3-trifluoromethyl-2-pyridinesulfonyl chloride FC(C=1C(=NC=CC1)S(=O)(=O)Cl)(F)F